C(C1=CC=CC=C1)N1CC2(OC3(CC3)C1=O)CCN(CC2)C(=O)OC(C)(C)C tert-butyl 12-benzyl-13-oxo-4-oxa-8,12-diazadispiro[2.1.5.3]tridecane-8-carboxylate